FC1=CC=C2C(NN=C(C2=C1)C1=CC2=C(NC(=N2)NC(OCCCN(C)C)=O)C=C1)=O 3-(dimethylamino)propyl (5-(7-fluoro-4-oxo-3,4-dihydrophthalazin-1-yl)-1H-benzimidazol-2-yl)carbamate